C(C)(C)(C)OC(=O)NC1=CN=C(C=C1C(=O)O)OC 5-(tert-butoxycarbonylamino)-2-methoxyisonicotinic acid